C1(=CC=CC=C1)C1=C(C(=NN=N1)C=1C(=C(C=CC1)C=1C(=CC=CC1)C1=CC=CC=C1)C1=C(C=CC=2[Se]C3=C(C21)C=CC=C3)C3=C(C=CC=C3)C3=CC=CC=C3)C3=CC=CC=C3 (diphenyltriazinyl)[(biphenylyl)dibenzoselenophenyl]terbenzene